C(C)(C)(C)C1N(CC1CCC(F)(F)C1=CC(=CC=C1)[C@H](C)N[S@](=O)C(C)(C)C)C(=O)OCCOCCOC1=CC=C(C=C1)C(C)C1=CC=CC=C1 2-{2-[4-(1-phenylethyl)phenoxy]ethoxy}ethanol tert-butyl-3-(3-(3-((S)-1-(((R)-tert-butylsulfinyl)amino)ethyl)phenyl)-3,3-difluoropropyl)azetidine-1-carboxylate